N[C@@H]1C[C@H](CCC1)CNC1=NN(C(=C1)C1=CC(=C(C#N)C=C1)F)C1=CC(=CC=C1)C=1C=NN(C1)S(=O)(=O)C 4-(3-((((1S,3S)-3-aminocyclohexyl)methyl)amino)-1-(3-(1-(methylsulfonyl)-1H-pyrazol-4-yl)phenyl)-1H-pyrazol-5-yl)-2-fluorobenzonitrile